OCCN([C@@H](C)C(=O)O)CCO N,N-bis-hydroxyethylalanine